BrC1=CN=C2N1C=CC(=C2)Cl 3-bromo-7-chloroimidazo[1,2-A]pyridine